(R)-2-[(9-fluorenylmethoxycarbonyl)amino]-4-[(tert-butoxycarbonyl)amino]butyric acid C1=CC=CC=2C3=CC=CC=C3C(C12)COC(=O)N[C@@H](C(=O)O)CCNC(=O)OC(C)(C)C